O1C(=CC2=C1C=CC=C2)C2=NC1=C(C(=C(C=C1C(N2)=O)OC)OC)OC (benzofuran-2-yl)-6,7,8-trimethoxyquinazolin-4(3H)-one